(S)-2-((3-bromo-5-chloropyridin-2-yl)amino)propan-1-ol BrC=1C(=NC=C(C1)Cl)N[C@H](CO)C